C(=O)O.N(CCO)(CCO)CCO triethanolamine formate salt